D-4-fluoro-alpha-methylbenzylamine FC1=CC=C(C(C)N)C=C1